2-hydroxyinden OC=1CC2=CC=CC=C2C1